1,2-bis-(9Z-octadecenoyl)-sn-glycero-3-phospho-L-serine C(C=CCCCCCCCCCCCCCCC)(=O)OC[C@@H](OC(C=CCCCCCCCCCCCCCCC)=O)COP(=O)(O)OC[C@H](N)C(=O)O